N-arachidonoyldopamine-d8 C(CCC\C=C/C\C=C/C\C=C/C\C=C/CCCCC)(=O)N(C(C(C1=C(C(O)=C(O)C(=C1[2H])[2H])[2H])([2H])[2H])([2H])[2H])[2H]